C(C)(C)(C)OC(=O)N1CCC(CC1)SC1=NC(=C(C=C1)C=O)F 4-((6-fluoro-5-formylpyridin-2-yl)thio)piperidine-1-carboxylic acid tert-butyl ester